C(C=1C(=C(C(=CC1)C(C)(C)C)O)C)C=1C(=C(C(=CC1)C(C)(C)C)O)C methylenebis(6-t-butyl-2-methylphenol)